4-hydroxy-4-methyl-1-phenylpent-1-en-3-one OC(C(C=CC1=CC=CC=C1)=O)(C)C